5-bromo-N-(pyridin-2-yl)quinoline-8-carboxamide BrC1=C2C=CC=NC2=C(C=C1)C(=O)NC1=NC=CC=C1